bis(3-pentyloctyl) 10-oxononadecanedioate O=C(CCCCCCCCC(=O)OCCC(CCCCC)CCCCC)CCCCCCCCC(=O)OCCC(CCCCC)CCCCC